C(C)(C)(C)C=1C(=CC=C(C=O)C1)O 5-tertiary butyl-4-hydroxybenzaldehyde